di-tert-butyl ((2-((8,9-difluoro-6-oxo-1,4,5,6-tetrahydro-2H-pyrano[3,4-c]isoquinolin-1-yl) (methyl) carbamoyl)-5,6-difluoro-1H-indol-1-yl) methyl) phosphate P(=O)(OC(C)(C)C)(OC(C)(C)C)OCN1C(=CC2=CC(=C(C=C12)F)F)C(N(C)C1COCC=2NC(C=3C=C(C(=CC3C21)F)F)=O)=O